C1(=CC=CC=C1)P(C1=C(C=CC=C1)C)C1=CC=CC=C1 diphenyl-(o-tolyl)phosphine